tetramethyl-dibutylguanidine acetate C(C)(=O)O.CC(C(NC(=N)NCCCC)(C)C)(CC)C